tert-butyl N-[5-[5-chloro-2-[(1-methylsulfonyl-4-piperidyl) amino]-4-pyridyl]-4-methyl-thiazol-2-yl]-N-methyl-carbamate ClC=1C(=CC(=NC1)NC1CCN(CC1)S(=O)(=O)C)C1=C(N=C(S1)N(C(OC(C)(C)C)=O)C)C